3-(1-methyl-1H-pyrazol-5-yl)-N-[1-methyl-3-(trifluoromethyl)-1H-pyrazol-5-yl]quinoline-7-carboxamide CN1N=CC=C1C=1C=NC2=CC(=CC=C2C1)C(=O)NC1=CC(=NN1C)C(F)(F)F